C(C)C1=C(SC=C1Cl)Cl ethyl-2,4-dichlorothiophene